FC(C1=C(OCC2CN(CCC2)C2=CN=CC(=N2)C=2CCN(CC2)C(=O)OC(C)(C)C)C=CC=C1)(F)F tert-butyl 4-(6-(3-((2-(trifluoromethyl) phenoxy) methyl) piperidin-1-yl)-pyrazin-2-yl)-3,6-dihydropyridine-1(2H)-carboxylate